FC=1C=NC(=NC1)C=1C(=C(C=CC1)NC1=C(N=NC(=C1)NC(=O)C1(CC1)C)C(=O)NC([2H])([2H])[2H])OC 4-((3-(5-fluoropyrimidin-2-yl)-2-methoxyphenyl)amino)-N-(methyl-d3)-6-(1-methylcycloPropane-1-carboxamido)pyridazine-3-carboxamide